1-(2,2,3,3,4,4,5,5,6,6,7,7,8,8,8-pentadecafluorooctyloxy)-3-(pentyloxy)propan-2-ol FC(COCC(COCCCCC)O)(C(C(C(C(C(C(F)(F)F)(F)F)(F)F)(F)F)(F)F)(F)F)F